NC1=C(C(=O)O)C=C(C(=C1)OC)Cl 2-amino-4-methoxy-5-chlorobenzoic acid